ClC=1C=CC2=C(N=C(O2)N2CC3(C2)CC(C3)NC(=O)C3=CC(=NC=C3)C(F)(F)F)C1 N-[2-(5-chloro-1,3-benzoxazol-2-yl)-2-azaspiro[3.3]heptan-6-yl]-2-(trifluoromethyl)pyridine-4-carboxamide